FC1=C(N=C(C=2N1N=CC2)O[C@H]2C[C@H](C2)NC)C=2C=NN(C2)C (cis)-3-((7-fluoro-6-(1-methyl-1H-pyrazol-4-yl)pyrazolo[1,5-a]pyrazin-4-yl)oxy)-N-methylcyclobutan-1-amine